CO[Si](OC)(OC)CCCCC1=CC=C(C=C1)CCCC[Si](OC)(OC)OC 1,4-Bis(trimethoxysilylbutyl)benzene